butyl 2-[4-[2-[4-(6-hydroxyhexoxy)phenyl]-ethynyl]-benzoyl]oxy-5-(4-iodobenzoyl)oxy-benzoate OCCCCCCOC1=CC=C(C=C1)C#CC1=CC=C(C(=O)OC2=C(C(=O)OCCCC)C=C(C=C2)OC(C2=CC=C(C=C2)I)=O)C=C1